O=C1NC(CCC1N1C(C2=CC=CC(=C2C1=O)CCCCCCCCCCCO)=O)=O 2-(2,6-dioxopiperidin-3-yl)-4-(11-hydroxyundecyl)isoindole-1,3-dione